FC=1C=C(C=CC1F)C1=CC(=CC=C1)C(=O)N1CC(CCC1)C=1C=C(OC(C(=O)N2CCNCC2)(C)C)C=CC1 (3-(1-(3',4'-difluoro-[1,1'-biphenyl]-3-carbonyl)piperidin-3-yl)phenoxy)-2-methyl-1-(piperazin-1-yl)propan-1-one